C(=CC=C)S[Sb](SC=CC=C)SC=CC=C tris(buta-1,3-dien-1-ylsulfanyl)stibane